(S)-7-Fluoro-6-(4-(5-(methylsulfonyl)-2-((1,1,1-trifluoropropan-2-yl)oxy)benzoyl)piperazin-1-yl)isobenzofuran-1(3H)-one FC=1C(=CC=C2COC(C12)=O)N1CCN(CC1)C(C1=C(C=CC(=C1)S(=O)(=O)C)O[C@H](C(F)(F)F)C)=O